1-(10-((4-(3-chlorophenoxy)phenyl)amino)-2,3-dihydro-4H-[1,4]oxazino[2,3-f]quinazolin-4-yl)prop-2-en-1-one ClC=1C=C(OC2=CC=C(C=C2)NC2=NC=NC3=CC=C4C(=C23)OCCN4C(C=C)=O)C=CC1